(4S,5R)-4,5-diphenyl-2-(2-phenylpropan-2-yl)oxazoline C1(=CC=CC=C1)[C@@H]1N=C(O[C@@H]1C1=CC=CC=C1)C(C)(C)C1=CC=CC=C1